2-[1-(hydroxymethyl)-2-oxabicyclo[2.1.1]hexan-4-yl]pyrazolo[3,4-b]pyrazin OCC12OCC(C1)(C2)N2N=C1N=CC=NC1=C2